CNS(=O)(=O)C=1C(=NC=CC1)N (methylsulfamoyl)pyridin-2-amine